N[C@H]1[C@@H]2N(C[C@H]1CC2)C(=O)C2=CC1=C(N(C(=N1)C=1N(C3=CC=C(C=C3C1)Cl)C)CC1CN(C1)C1=NC(=NC=C1)C#N)C(=C2)OC 4-[3-({5-[(1R,4R,7R)-7-amino-2-azabicyclo[2.2.1]heptane-2-carbonyl]-2-(5-chloro-1-methyl-1H-indol-2-yl)-7-methoxy-1H-1,3-benzodiazol-1-yl}methyl)azetidin-1-yl]pyrimidine-2-carbonitrile